trifluoromethyl-1H-1,3-benzodiazol FC(F)(F)N1C=NC2=C1C=CC=C2